N1(C=NCC1)C(=O)N imidazoline-amid